[Na+].C(CCCCCCCCC)(=O)N1[C@@H](CCC1)C(=O)[O-] decanoyl-proline sodium salt